COC(=O)C1(COCC1)NC1=CC(=NC=N1)NC1=CC(=C2C(=[N+]1[O-])C1(NC2=O)CCCCC1)C 2'-((6-((3-(methoxycarbonyl)tetrahydrofuran-3-yl)amino)pyrimidin-4-yl)amino)-4'-methyl-5'-oxo-5',6'-dihydrospiro[cyclohexane-1,7'-pyrrolo[3,4-b]pyridine] 1'-oxide